4'-hydroxy-3'-methoxycinnamaldehyde COC1=C(C=CC(=C1)C=CC=O)O